CC1=CN=CN1CC1=CC(=NC(=C1)C(F)(F)F)N1C(C2=CC(=CC=C2C1)C1(COC1)CC1=NN=CN1C)=O 2-(4-((5-Methyl-1H-imidazol-1-yl)methyl)-6-(trifluoromethyl)pyridin-2-yl)-6-(3-((4-methyl-4H-1,2,4-triazol-3-yl)methyl)oxetan-3-yl)isoindolin-1-one